racemic-(R,S)-ibuprofen OC(=O)[C@H](C)C1=CC=C(CC(C)C)C=C1 |r|